(1R,2S,4R)-4-({[4-(5-methoxy-6-methylpyridin-3-yl)phenyl]methyl}amino)-2-{methyl[6-(2,2,2-trifluoroethyl)thieno[2,3-d]pyrimidin-4-yl]amino}cyclopentan-1-ol COC=1C=C(C=NC1C)C1=CC=C(C=C1)CN[C@@H]1C[C@@H]([C@@H](C1)O)N(C=1C2=C(N=CN1)SC(=C2)CC(F)(F)F)C